[Na+].C(C)(=O)P([O-])([O-])=O.[Na+] acetylphosphonic acid sodium salt